N1N=C(C=C1)CCNC(=O)[C@H]1N([C@@H]2C[C@@]2(C1)C)C(CN1N=C(C2=CC(=CC(=C12)C)C=1C=NC(=NC1)C)C(C)=O)=O (1R,3S,5R)-N-(2-(1H-pyrazol-3-yl)ethyl)-2-(2-(3-acetyl-7-methyl-5-(2-methylpyrimidin-5-yl)-1H-indazol-1-yl)acetyl)-5-methyl-2-azabicyclo[3.1.0]hexane-3-carboxamide